FC=1C=C(C=C(C1)F)[C@@H]1N(OCC1)C1=CC(=NC=N1)NC=1C(=CC(=C(C1)NC(C=C)=O)N1CCC(CC1)N1C[C@@H](O[C@@H](C1)C)C)OC N-(5-((6-((R)-3-(3,5-difluorophenyl)isoxazolidine-2-yl)pyrimidine-4-yl)amino)-2-(4-((2S,6R)-2,6-dimethylmorpholino)piperidine-1-yl)-4-methoxyphenyl)acrylamide